(E)-1-(4-(4-((4-([1,2,4]triazolo[1,5-a]pyridin-7-yloxy)-3-methylphenyl)amino)pyrrolo[2,1-f][1,2,4]triazin-5-yl)-1,4-diazepan-1-yl)-4-morpholinobut-2-en-1-one N=1C=NN2C1C=C(C=C2)OC2=C(C=C(C=C2)NC2=NC=NN1C2=C(C=C1)N1CCN(CCC1)C(\C=C\CN1CCOCC1)=O)C